(3S,11aR)-7-((3-fluoro-4-((2-(trifluoromethyl)pyridin-4-yl)oxy)benzyl)oxy)-6-(trifluoromethyl)-3,4-dihydro-1H,9H,11H-3,11a-methanopyrimido[6',1':2,3]imidazo[5,1-c][1,4]oxazin-9-one FC=1C=C(COC2=NC(N3C(N4[C@@]5(CO[C@H](C4)C5)C3)=C2C(F)(F)F)=O)C=CC1OC1=CC(=NC=C1)C(F)(F)F